C(#N)C1=CC(=C(C=C1)N1N=CC(=C1)CCNC(OC(C)(C)C)=O)SC1=CN=NC(=C1)N1CCCCC1 tert-Butyl N-[2-[1-[4-cyano-2-(6-piperidin-1-ylpyridazin-4-yl)sulfanylphenyl]pyrazol-4-yl]ethyl]carbamate